C(C)(C)(C)N1N=CC(=C1)C(=O)NCC1=NC(=NO1)C=1N=C2N(C=CC=C2N[C@H]2[C@H](CN(CC2)C)F)C1C(=C(F)F)F 1-(tert-butyl)-N-((3-(8-(((3S,4R)-3-fluoro-1-methylpiperidin-4-yl)amino)-3-(1,2,2-trifluorovinyl)imidazo[1,2-a]pyridin-2-yl)-1,2,4-oxadiazol-5-yl)methyl)-1H-pyrazole-4-carboxamide